2-(4-(methylsulfonyl)phenyl)-7-(2-(piperazin-1-yl)pyridin-4-yl)furo[3,2-b]pyridine CS(=O)(=O)C1=CC=C(C=C1)C1=CC2=NC=CC(=C2O1)C1=CC(=NC=C1)N1CCNCC1